CC1=NN(C(=C1)C)C1CN(CC1)C(=O)C1=NNC(=C1)COC1=CC=CC=C1 3,5-dimethyl-1-(1-{[5-(phenoxymethyl)-1H-pyrazol-3-yl]carbonyl}pyrrolidin-3-yl)-1H-pyrazole